4-bromo-2-((5-methyl-5-nitrohexan-2-yl)oxy)pyridine BrC1=CC(=NC=C1)OC(C)CCC(C)([N+](=O)[O-])C